2-methoxy-6'-methyl-[3,4'-bipyridine]-3'-carboxylic acid COC1=NC=CC=C1C1=C(C=NC(=C1)C)C(=O)O